FC1=C(C=C(C=N1)C=1C=NC=2N(C1)C=C(N2)COC2=CC=CC=C2)C 6-(6-fluoro-5-methyl-3-pyridyl)-2-phenoxymethylimidazo[1,2-a]pyrimidine